(1R,4R)-4-(1H-tetrazol-5-yl)cyclohexan-1-amine hydrochloride Cl.N1N=NN=C1C1CCC(CC1)N